7-amino-2-morpholinyloxazolo[5,4-g]quinoline-6-carboxylic acid ethyl ester C(C)OC(=O)C1=NC=2C=C3C(=CC2C=C1N)OC(=N3)N3CCOCC3